C(C)(C)C1=C(NC2=C1N=C(S2)C2CCC(CC2)NC2(CCC2)C)C=2C=C(C=1N(C2)N=CN1)OC 4-(6-isopropyl-5-(8-methoxy-[1,2,4]triazolo[1,5-a]pyridin-6-yl)-4H-pyrrolo[3,2-d]thiazol-2-yl)-N-(1-methylcyclobutyl)cyclohexan-1-amine